FC=1C=CC(=C(C1)[C@H](C(=O)NC=1SC=CN1)N1C(C2=CC(=CC=C2C1)C#CC=1C=NC=CC1)=O)O |r| (2RS)-2-(5-Fluoro-2-hydroxy-phenyl)-2-[1-oxo-6-[2-(3-pyridyl)ethynyl]isoindolin-2-yl]-N-thiazol-2-yl-acetamid